CN(C1(CCC2(CN(C(N2)=O)C=2C=C3C=NC(=NC3=CC2)N(C)CCO)CC1)C1=CC=CC=C1)C cis-8-dimethylamino-3-[2-[(2-hydroxy-ethyl)-methyl-amino]-quinazolin-6-yl]-8-phenyl-1,3-diazaspiro[4.5]decan-2-one